C(C)OC1=CC=C(C=C1)N1C[C@@H]2[C@H](C1)CN(C2)C(=O)NC[C@@H](C)O cis-5-(4-Ethoxyphenyl)-N-((R)-2-hydroxypropyl)hexa-hydropyrrolo[3,4-c]pyrrole-2(1H)-carboxamide